(R)-(m-fluorophenyl){4-[(p-methoxyphenyl)methyl]-7-azabicyclo[2.2.1]hept-1-yl}methanol FC=1C=C(C=CC1)[C@@H](O)C12CCC(CC1)(N2)CC2=CC=C(C=C2)OC